FC(C(=O)OC=C)(F)F vinyl trifluoroacetate